1-(1,2,3,4,5,6,7,8-octahydro-2,3,8,8-tetramethyl-2-naphthalenyl)ethan-1-one CC1(CC=2C(CCCC2CC1C)(C)C)C(C)=O